BrC1=CC=C(C=C1)N(C1=CC=C(C=C1)C=1C(=CC=CC1)C1=CC=C(C=C1)C1=CC=CC=C1)C1=CC=C(C=C1)C1=CC2=CC=CC=C2C=C1 N-(4-bromophenyl)-N-(4-(2-naphthyl)phenyl)-[1,1':2',1'':4'',1'''-quaterphenyl]-4-amine